(2-((tert-Butyldimethylsilyl)oxy)-1-(imidazo[1,2-a]pyridin-8-yl)ethyl)-2-methylpropane-2-sulfinamide [Si](C)(C)(C(C)(C)C)OCC(C=1C=2N(C=CC1)C=CN2)CC(C)(S(=O)N)C